(R*)-5-tert-butyl 3-ethyl 6-(trifluoromethyl)-6,7-dihydro-1H-pyrazolo[4,3-c]pyridine-3,5(4H)-dicarboxylate FC([C@H]1CC2=C(CN1C(=O)OC(C)(C)C)C(=NN2)C(=O)OCC)(F)F |o1:2|